3-[[4-[5-isobutyl-2-(2H-tetrazol-5-yl)phenyl]piperazin-1-yl]methyl]-5-methyl-1,2,4-oxadiazole C(C(C)C)C=1C=CC(=C(C1)N1CCN(CC1)CC1=NOC(=N1)C)C=1N=NNN1